[Cl-].C(C=C)[N+]1=CC=CC=C1 allyl-pyridinium chloride salt